CN[C@@](C)(C(=O)O)C1=CC=CC2=CC=CC=C12 N-methyl-α-naphthylalanine